CN1CC(C1)(C)[C@@](O)(C1=CC=C(C=C1)C(C)C)C1=CC(=CC=C1)C1=NOC(=N1)C1(CCOCC1)F (R)-(1,3-Dimethyl-azetidin-3-yl)-{3-[5-(4-fluoro-tetrahydro-pyran-4-yl)-[1,2,4]oxadiazol-3-yl]-phenyl}-(4-isopropyl-phenyl)-methanol